4-(2-Dimethylamino-ethoxy)-N-[8-(4-morpholin-4-yl-pyridin-2-yl)-2,3-dihydro-benzo[1,4]dioxin-2-ylmethyl]-benzamide CN(CCOC1=CC=C(C(=O)NCC2COC3=C(O2)C(=CC=C3)C3=NC=CC(=C3)N3CCOCC3)C=C1)C